ClC=1C=C(C=CC1)C(CN(C)CCOC)O 1-(3-chlorophenyl)-2-((2-methoxyethyl)(methyl)amino)ethan-1-ol